Tert-butyl 2-(5-((1-(dibenzo[b,d]furan-2-yl)cyclopropyl)amino)-2-(2-fluorophenyl)-6-oxopyrimidin-1(6H)-yl)acetate C1=C(C=CC=2OC3=C(C21)C=CC=C3)C3(CC3)NC3=CN=C(N(C3=O)CC(=O)OC(C)(C)C)C3=C(C=CC=C3)F